N-(5-((6-((R)-3-(4-chlorophenyl)-isoxazolidine-2-yl)pyrimidine-4-yl)amino)-2-(4-(dimethylamino)piperidine-1-yl)-4-methoxyphenyl)acrylamide ClC1=CC=C(C=C1)[C@@H]1N(OCC1)C1=CC(=NC=N1)NC=1C(=CC(=C(C1)NC(C=C)=O)N1CCC(CC1)N(C)C)OC